(S)-5-chloro-2-fluoro-4-((1-(2-fluorophenyl)ethyl)amino)-N-(thiazol-2-yl)benzenesulfonamide ClC=1C(=CC(=C(C1)S(=O)(=O)NC=1SC=CN1)F)N[C@@H](C)C1=C(C=CC=C1)F